ClC1=C(C=C(C=2C([C@]3(C(=CC(C[C@H]3C)=O)OC)OC21)=O)OC)C=2OC(=NN2)[C@H](C)OC (2S,5'R)-7-chloro-3',4-dimethoxy-6-[5-[(1S)-1-methoxyethyl]-1,3,4-oxadiazol-2-yl]-5'-methyl-spiro[benzofuran-2,4'-cyclohex-2-ene]-1',3-dione